4'-Chloro-4-(3,8-diazabicyclo[3.2.1]octan-3-yl)-2-[[(2S)-1-isopropylpyrrolidin-2-yl]methoxy]spiro[6,8-dihydro-5H-quinazoline-7,1'-indane] ClC1=C2CCC3(C2=CC=C1)CCC=1C(=NC(=NC1C3)OC[C@H]3N(CCC3)C(C)C)N3CC1CCC(C3)N1